5-[2-(methoxycarbamoyl)ethyl]pyridine-2-carboxamide CONC(=O)CCC=1C=CC(=NC1)C(=O)N